4,4-diamino-2,2-biphenyl NC1(CC(=CC=C1)C1=CC=CC=C1)N